ClC=1C(=C(N2C1C(N(CC2)CC2=CC=C(C=C2)OC)=O)C2=NN(C=C2)C)C2=CC=NC=C2 8-chloro-2-(4-methoxybenzyl)-6-(1-methyl-1H-pyrazol-3-yl)-7-(pyridin-4-yl)-3,4-dihydropyrrolo[1,2-a]pyrazin-1(2H)-one